C1C(CC2=CC=CC=C12)S(=O)(=O)NC1=C(C=CC=C1)C#CC1=CC=C(C(=O)O)C=C1 4-{2-[2-(2,3-dihydro-1H-indene-2-sulfonamido)phenyl]ethynyl}benzoic acid